2-(5-bromo-2-fluorophenyl)-4,4,5,5-tetramethyl-1,3,2-dioxaborolane BrC=1C=CC(=C(C1)B1OC(C(O1)(C)C)(C)C)F